tert-Butyl 2-[1-(2-indan-2-yl-3,6-dimethyl-4-oxo-chromen-8-yl)ethylamino]benzoate C1C(CC2=CC=CC=C12)C=1OC2=C(C=C(C=C2C(C1C)=O)C)C(C)NC1=C(C(=O)OC(C)(C)C)C=CC=C1